NC=1NC(C2=C(N1)N(N=N2)[C@H]2[C@@H]([C@@H]([C@H](O2)COC(C2=CC=CC=C2)=O)OC(C2=CC=CC=C2)=O)OC(C2=CC=CC=C2)=O)=O [(2R,3R,4R,5R)-5-(5-amino-7-oxo-6H-triazolo[4,5-d]pyrimidin-3-yl)-3,4-dibenzoyloxy-tetrahydrofuran-2-yl]methylbenzoate